(E)-1-acetyl-2-((5-(morpholine-4-carbonyl)benzo[d]thiazol-2-yl)methylene)indolin-3-one C(C)(=O)N1/C(/C(C2=CC=CC=C12)=O)=C/C=1SC2=C(N1)C=C(C=C2)C(=O)N2CCOCC2